C(C)C1(C(OCC=2C(N3CC=4C(=NC=5C=C(C(=C6C5C4C(CC6)NC(C(F)(F)F)(C=O)[NH3+])C)F)C3=CC21)=O)=O)O ((9-ethyl-5-fluoro-9-hydroxy-4-methyl-10,13-dioxo-2,3,9,10,13,15-hexahydro-1H,12H-benzo[de]pyrano[3',4':6,7]indolizino[1,2-b]quinolin-1-yl)amino)-1,1,1-trifluoro-3-oxopropan-2-aminium